(S)-(3-amino-3-methylpiperidin-1-yl)(4-(5-methyl-7H-pyrrolo[2,3-d]pyrimidin-4-yl)-3,4-dihydro-2H-1,4-thiazin-6-yl)methanone hydrochloride Cl.N[C@@]1(CN(CCC1)C(=O)C1=CN(CCS1)C=1C2=C(N=CN1)NC=C2C)C